C(C)(C)C1=C(N=C2N1C=CC=C2C2=C(C(=CC(=C2)F)F)F)C(=O)N 3-isopropyl-8-(2,3,5-trifluoro-phenyl)imidazo[1,2-a]Pyridine-2-carboxamide